2-bromo-N-(5-chloro-2-propoxybenzyl)-N-(4-(5-(N-propylaminosulfonyl)thiophen-2-yl)benzyl)acetamide n-tetradecyl-3-(3',5'-di-tert-butyl-4'-hydroxyphenyl)-propionate C(CCCCCCCCCCCCC)OC(CCC1=CC(=C(C(=C1)C(C)(C)C)O)C(C)(C)C)=O.BrCC(=O)N(CC1=CC=C(C=C1)C=1SC(=CC1)S(=O)(=O)NCCC)CC1=C(C=CC(=C1)Cl)OCCC